CC1(CN(CC1)C(=O)OC(C)(C)C)NC1=CC(=CC=C1)C(F)(F)F Tert-butyl 3-methyl-3-((3-(trifluoromethyl)phenyl)amino)pyrrolidine-1-carboxylate